ClC1=CC2=C(N=C(S2)C23CC(C2)(C3)NC(=O)C3=CC(=NS3)C(C)(S(=O)(=O)C)C)C=C1 N-[3-(6-chloro-1,3-benzothiazol-2-yl)-1-bicyclo[1.1.1]pentanyl]-3-(1-methyl-1-methylsulfonyl-ethyl)isothiazole-5-carboxamide